tert-butyl 4-(6-(((1r,4r)-4-((3-chloro-4-cyanophenyl)(methyl)amino)cyclohexyl)-carbamoyl)pyridazin-3-yl)piperazine-1-carboxylate ClC=1C=C(C=CC1C#N)N(C1CCC(CC1)NC(=O)C1=CC=C(N=N1)N1CCN(CC1)C(=O)OC(C)(C)C)C